1-(5-[(5-chlorothiophen-2-yl)methyl]amino-3-[1-(2-methoxyethyl)piperidin-4-yl]-1H-pyrazol-1-yl)-2,2-dimethylpropan-1-one ClC1=CC=C(S1)CNC1=CC(=NN1C(C(C)(C)C)=O)C1CCN(CC1)CCOC